5-benzyl-4H-1,2,4-triazole-3-carboxylic acid C(C1=CC=CC=C1)C=1NC(=NN1)C(=O)O